N=1NC=C2C(=CC=CC12)C1CN(C1)C1C(CCCC1)OC=1C=C2CN(C(C2=CC1)=O)C1C(NC(CC1)=O)=O 3-(5-((2-(3-(2H-indazol-4-yl)-azetidin-1-yl)cyclohexyl)oxy)-1-oxoisoindolin-2-yl)piperidine-2,6-dione